C1(CCCCC1)CCC(C)O 4-cyclohexylbutan-2-ol